NC(C(=O)O)CC(F)F.BrC1=CC(=C(C=C1)S(=O)(=O)NC1=C(C=CC=C1[N+](=O)[O-])C)C 4-Bromo-2-methyl-N-(2-methyl-6-nitrophenyl)benzene-1-sulfonamide 2-amino-4,4-difluorobutyrate